(S)-5-(((4-(3-chloro-4-(2-chloro-3-((3-fluoro-6-(((2-hydroxyethyl)amino)methyl)pyridin-2-yl)amino)phenyl)pyridin-2-yl)-2-methoxybenzyl)amino)methyl)pyrrolidin-2-one ClC=1C(=NC=CC1C1=C(C(=CC=C1)NC1=NC(=CC=C1F)CNCCO)Cl)C1=CC(=C(CNC[C@@H]2CCC(N2)=O)C=C1)OC